(R)-5-((1-(3-(4-(5-Chloropyrazin-2-yl)piperazin-1-yl)-3-oxopropoxy)-3-methoxypropan-2-yl)oxy)-4-(trifluoromethyl)pyridazin-3(2H)-one ClC=1N=CC(=NC1)N1CCN(CC1)C(CCOC[C@@H](COC)OC1=C(C(NN=C1)=O)C(F)(F)F)=O